methyl (Z)-1-(4-amino-2-fluorobut-2-en-1-yl)-4-(3-(N-cyclopropylsulfamoyl)phenyl)-2-methyl-1H-benzo[d]imidazol-6-carboxylate NC\C=C(\CN1C(=NC2=C1C=C(C=C2C2=CC(=CC=C2)S(NC2CC2)(=O)=O)C(=O)OC)C)/F